O1C(=CC=2C=CC=3C=CN=CC3C21)CO Furo[3,2-h]isochinolin-2-methanol